C1(CCCCCC1)N1N=C2N(C1=O)[C@@H](CC2)C2=CC=CC=C2 (S)-2-cycloheptyl-5-phenyl-2,5,6,7-tetrahydro-3H-pyrrolo[2,1-c][1,2,4]triazol-3-one